5-chloro-N-(3-chloro-2-fluorophenyl)quinazoline-4,6-diamine ClC1=C2C(=NC=NC2=CC=C1N)NC1=C(C(=CC=C1)Cl)F